5-methoxy-phenol COC=1C=CC=C(C1)O